4-O-benzyl-L-xylose C(C1=CC=CC=C1)O[C@H]([C@H]([C@@H](C=O)O)O)CO